3-[1-[[[[6-[[(1,1-dimethylethoxy)carbonyl]amino]hexyl]amino]carbonyl]oxy]ethyl]-2-methyl-1-[(2,3,4,9-tetrahydro-9-methyl-4-oxo-1H-carbazol-3-yl)methyl]-1H-imidazolium chloride [Cl-].CC(C)(OC(=O)NCCCCCCNC(=O)OC(C)[N+]1=C(N(C=C1)CC1CCC=2N(C3=CC=CC=C3C2C1=O)C)C)C